C(C)(C)(C)OC(C(C#N)C1=NC(=CC=C1C(=O)OCC)C(F)(F)F)=O ethyl 2-(2-tert-butoxy-1-cyano-2-oxo-ethyl)-6-(trifluoromethyl)pyridine-3-carboxylate